1,2-dibromo-tetrafluoroethane BrC(C(Br)(F)F)(F)F